NC1=C(C=2N(C(=N1)N1CCC3(CCC[C@H]3N[S@](=O)C(C)(C)C)CC1)C=CN2)SC2=C(C(=NC=C2)F)Cl (R)-N-((R)-8-(7-amino-8-((3-chloro-2-fluoropyridin-4-yl)thio)imidazo[1,2-c]pyrimidin-5-yl)-8-azaspiro[4.5]decan-1-yl)-2-methylpropan-2-sulfinamide